C(C)(=O)NC1=C(C2=C(S1)C(C(CC2)(CC2CC2)CCC#N)=O)C(=O)OCC Ethyl 2-acetamido-6-(2-cyanoethyl)-6-(cyclopropylmethyl)-7-oxo-4,5,6,7-tetrahydrobenzo[b]thiophene-3-carboxylate